C(N)(=N)C=1C=C(SC1)[C@@H](CO)NC(=O)[C@H]1N(C[C@@H](C1)S(=O)(=O)C)C(CNC(C1=NC=C(C=C1F)C1=CC=CC=C1)=O)=O N-(2-((2S,4R)-2-(((R)-1-(4-carbamimidoylthiophen-2-yl)-2-hydroxyethyl)carbamoyl)-4-(methylsulfonyl)pyrrolidin-1-yl)-2-oxoethyl)-3-fluoro-5-phenylpicolinamide